4-(2'-(2-(4,6-diphenyl-1,3,5-triazin-2-yl)phenyl)spiro[cyclopentane-1,9'-fluoren]-7'-yl)benzonitrile C1(=CC=CC=C1)C1=NC(=NC(=N1)C1=CC=CC=C1)C1=C(C=CC=C1)C1=CC=2C3(C4=CC(=CC=C4C2C=C1)C1=CC=C(C#N)C=C1)CCCC3